1,1-dimethylethyl N-[(1R,2R,4S)-2-[1,1-dimethylethyl(dimethyl)silyl]oxy-4-[methoxy(methyl)carbamoyl]cyclohexyl]carbamate CC(C)(C)[Si](O[C@H]1[C@@H](CC[C@@H](C1)C(N(C)OC)=O)NC(OC(C)(C)C)=O)(C)C